(2S,4R)-2-(4-boronobutyl)-4-(methylamino)pyrrolidine-2-carboxylic acid B(O)(O)CCCC[C@@]1(NC[C@@H](C1)NC)C(=O)O